(1R,2S,5S)-3-((S)-2-acetamido-3,3-dimethylbutanoyl)-N-((2S)-3-hydroxy-4-(methylamino)-4-oxo-1-((S)-2-oxopyrrolidin-3-yl)butan-2-yl)-6,6-dimethyl-3-azabicyclo[3.1.0]hexane-2-carboxamide C(C)(=O)N[C@H](C(=O)N1[C@@H]([C@H]2C([C@H]2C1)(C)C)C(=O)N[C@@H](C[C@H]1C(NCC1)=O)C(C(=O)NC)O)C(C)(C)C